(Z)-5,5,5-trifluoro-1-(methylsulfonyl)pent-1-en-3-amine FC(CC(\C=C/S(=O)(=O)C)N)(F)F